ClC=1C=C2C(=CC1)NC(C21CCN(CC1)CCOC1=CC(=C(C=C1)S(=O)(=O)C)C)=O 5-chloro-1'-[2-(4-methanesulfonyl-3-methylphenoxy)ethyl]-1,2-dihydrospiro[indole-3,4'-piperidin]-2-one